1-benzyl-4,4-dimethylpiperidine-3-carboxylic acid methyl ester COC(=O)C1CN(CCC1(C)C)CC1=CC=CC=C1